(2R,3R)-2-(2,4-difluorophenyl)-3-(((6-fluoropyridin-3-yl)methyl)disulfanyl)-1-(1H-1,2,4-triazol-1-yl)butan-2-ol FC1=C(C=CC(=C1)F)[C@@](CN1N=CN=C1)([C@@H](C)SSCC=1C=NC(=CC1)F)O